N-(4-(3-amino-6-(2,6-dichlorophenyl)-1H-pyrazolo[4,3-c]pyridin-4-yl)benzyl)-5-fluoro-2-methoxybenzamide NC1=NNC2=C1C(=NC(=C2)C2=C(C=CC=C2Cl)Cl)C2=CC=C(CNC(C1=C(C=CC(=C1)F)OC)=O)C=C2